FC1=C(C=C(C=C1)F)[C@@H]1N(C[C@H](C1)F)C1=NC=2N(C=C1)N=CC2C(=O)NC2=CC=C(C=C2)N2CCNCC2 5-((2R,4S)-2-(2,5-difluorophenyl)-4-fluoropyrrolidin-1-yl)-N-(4-(piperazine-1-yl)phenyl)pyrazolo[1,5-a]pyrimidine-3-carboxamide